C1(=CC=CC=C1)C1(CC=C(C=C1)O)C1=CC=CC=C1 4,4-diphenyl-phenol